C(C)(CC)N1N=C(C=2C1=NC=NC2N)C2=C(C=1C(=NC=CC1)N2)Cl 1-(sec-Butyl)-3-(3-chloro-1H-pyrrolo[2,3-b]pyridin-2-yl)-1H-pyrazolo[3,4-d]pyrimidin-4-amine